3-bromopropoxytert-butyldimethylsilane BrCCCO[Si](C)(C)C(C)(C)C